3-((5-(3-fluorophenyl)pyrimidin-2-yl)(methyl)amino)-N-((1R,2S)-2-phenylcyclopropyl)benzamide FC=1C=C(C=CC1)C=1C=NC(=NC1)N(C=1C=C(C(=O)N[C@H]2[C@@H](C2)C2=CC=CC=C2)C=CC1)C